FC1=CC=C2C=C(C(=NC2=C1F)C)OC1=C(C(=CC=C1)F)C(C)(C)O 2-[2-(7,8-difluoro-2-methylquinolin-3-yloxy)-6-fluorophenyl]-propan-2-ol